2-methyl-6-[(6-piperazin-1-yl-3,4-dihydro-1H-isochinolin-2-yl)methyl]morpholin CC1CNCC(O1)CN1CC2=CC=C(C=C2CC1)N1CCNCC1